N(=[N+]=[N-])C(C(=O)[O-])CC(=O)[O-] 2-azidosuccinate